(3S)-pyrrolidine-3-carbonitrile hydrochloride Cl.N1C[C@H](CC1)C#N